C(=C)C=1C=C(C=2N(C1)C=CN2)C(=O)[O-].[Li+] lithium 6-vinylimidazo[1,2-a]pyridine-8-carboxylate